C(C)(C)C1=C(CCC2=C(C=CC=C2)P(C2CCCCC2)C2CCCCC2)C(=CC(=C1)C(C)C)C(C)C (2-(2,4,6-triisopropylphenethyl)phenyl)dicyclohexylphosphine